ClC=1C=C(C(=C(C1)C1=C2C(=NN1C)C=C(S2)CN2C(C1C(C1C2=O)(C)C)=O)OC2CC(NCC2)C)C 3-((3-(5-chloro-3-methyl-2-(2-methylpiperidin-4-yloxy)phenyl)-2-methyl-2H-thieno[3,2-c]pyrazol-5-yl)methyl)-6,6-dimethyl-3-azabicyclo[3.1.0]hexane-2,4-dione